C(C1=CC=CC=C1)OC1=NC(=CC=C1N1C(N(C2=C1C=CC(=C2)N2CC1(CN(C1)C(=O)OC(C)(C)C)C2)C)=O)OCC2=CC=CC=C2 tert-butyl 6-[1-(2,6-dibenzyloxy-3-pyridyl)-3-methyl-2-oxo-benzimidazol-5-yl]-2,6-diazaspiro[3.3]heptane-2-carboxylate